(3-(cyclopropylmethyl)imidazol-4-yl)sulfinyloxylithium C1(CC1)CN1C=NC=C1S(=O)O[Li]